[Mg].[Sb] antimony-magnesium